N-(6-amino-5-ethyl-3-pyridyl)-2-oxo-2-[rac-(2R,4R,5R)-2-[3-[2-(dimethylamino)ethoxy]phenyl]-4-methoxy-5-methyl-1-piperidyl]acetamide NC1=C(C=C(C=N1)NC(C(N1[C@H](C[C@H]([C@@H](C1)C)OC)C1=CC(=CC=C1)OCCN(C)C)=O)=O)CC |r|